CCC(C)=NO 3-butanone oxime